C1=CC=CC=2C3=CC=CC=C3C(C12)COC(=O)N([C@H](C(=O)O)CCCCCC)C (2S)-2-[9H-fluoren-9-ylmethoxycarbonyl-(methyl)amino]octanoic acid